7-methyl-3-(thiophen-2-yl)isoquinolin-1(2H)-one CC1=CC=C2C=C(NC(C2=C1)=O)C=1SC=CC1